5-(3,3-Dimethylazetidin-1-yl)-N-[(2R)-1-hydroxypropan-2-yl]-6-[4-(trifluoromethyl)phenoxy]pyridine-3-carboxamide CC1(CN(C1)C=1C=C(C=NC1OC1=CC=C(C=C1)C(F)(F)F)C(=O)N[C@@H](CO)C)C